C(C)(C)(C)OC(=O)N1C2CC(CC1C(C2)(F)F)N(C)C=2N=NC(=CC2)C=2C=C(C(=C1C=NNC21)C=2C=NNC2)F tert-butyl-6,6-difluoro-3-({6-[5-fluoro-4-(1H-pyrazol-4-yl)-1H-indazol-7-yl]pyridazin-3-yl}(methyl)amino)-8-azabicyclo[3.2.1]octane-8-carboxylate